ClC1=C(C=CC(=C1)Cl)[C@@H](C)N1N=NC2=NC=C(C=C21)N2CC(C2)[C@@H]2CN(CCC2)C2CC(C2)(C(=O)O)C 3-((R)-3-(1-(1-((R)-1-(2,4-dichlorophenyl)ethyl)-1H-[1,2,3]triazolo[4,5-b]pyridin-6-yl)azetidin-3-yl)piperidin-1-yl)-1-methylcyclobutane-1-carboxylic acid